Ethyl 5-bromoimidazo[1,2-a]pyridine-2-carboxylate BrC1=CC=CC=2N1C=C(N2)C(=O)OCC